C(C)(C)(C)OC(=O)N[C@H](C)C(=O)NCC (tert-butoxycarbonyl)-N-ethyl-D-alaninamide